C(CN)N.[Mo] molybdenum ethylenediamine